C12COCC(N1C=1SC3=C(N1)C=CC(=C3C(=O)NC=3C=NC(=CC3C(NC3=CC(=C(C=C3)F)C#N)=O)OC)OC)C2 2-(3-Oxa-6-azabicyclo[3.1.1]heptan-6-yl)-N-(4-((3-cyano-4-fluorophenyl)carbamoyl)-6-methoxypyridin-3-yl)-6-methoxybenzo[d]thiazole-7-carboxamide